3-((3,5-Dibromophenyl)amino)benzo[d]isothiazole 1-oxide BrC=1C=C(C=C(C1)Br)NC1=NS(C2=C1C=CC=C2)=O